3-(chloromethyl)-5-methoxypyridine ClCC=1C=NC=C(C1)OC